methyl 2-[3-chloro-5-[[2,4-difluoro-5-[2-(hydroxymethyl)phenyl]phenyl]sulfamoyl]-4-methoxy-phenyl]acetate ClC=1C=C(C=C(C1OC)S(NC1=C(C=C(C(=C1)C1=C(C=CC=C1)CO)F)F)(=O)=O)CC(=O)OC